4-chloro-3-{[1-(4-chloro-3-fluorophenyl)-1H-1,2,4-triazol-5-yl]methyl}-1-({1-[(oxan-4-yl)methyl]-1H-1,2,4-triazol-5-yl}methyl)urea ClN1C=NN(C1CNC(=O)NCC1=NC=NN1C1=CC(=C(C=C1)Cl)F)CC1CCOCC1